1-bromo-2-(2-methoxyvinyl)benzene BrC1=C(C=CC=C1)C=COC